7,8-dimethoxy-3-(3-chloropropyl)-1,3-dihydro-2H-3-benzazepin-2-one COC1=CC2=C(CC(N(C=C2)CCCCl)=O)C=C1OC